tert-butyl 2-(4-(2-(2,6-dioxopiperidin-3-yl)-1,3-dioxoisoindolin-5-yl)piperazin-1-yl)acetate O=C1NC(CCC1N1C(C2=CC=C(C=C2C1=O)N1CCN(CC1)CC(=O)OC(C)(C)C)=O)=O